(E)-4-((8,9-Dimethoxy-2,2-dimethyl-7-(3-methylbut-2-en-1-yl)-6-oxo-2H,6H-pyrano[3,2-b]xanthen-5-yl)oxy)but-2-enoic acid COC=1C(=CC=2OC=3C=C4C(=C(C3C(C2C1CC=C(C)C)=O)OC/C=C/C(=O)O)C=CC(O4)(C)C)OC